The molecule is an organophosphate oxoanion arising from deprotonation of the diphosphate OH groups of Mo(VI)-molybdopterin cytosine dinucleotide. It is an organophosphate oxoanion and a Mo-molybdopterin cofactor. C1=CN(C(=O)N=C1N)[C@H]2[C@@H]([C@@H]([C@H](O2)COP(=O)([O-])OP(=O)([O-])OC[C@@H]3C(=C([C@H]4[C@@H](O3)NC5=C(N4)C(=O)NC(=N5)N)[S-])[S-])O)O.O=[Mo+2]=O